tert-butyl 3-(8-hydroxy-[1,2,4]triazolo[1,5-a]pyridin-5-yl)propanoate OC=1C=2N(C(=CC1)CCC(=O)OC(C)(C)C)N=CN2